ethyl (R)-4-((1-((tert-butyldimethylsilyl) oxy)-2-methylhexan-2-yl) amino)-2-((2,4-dimethoxybenzyl) amino)-1,5-naphthyridine-3-carboxylate [Si](C)(C)(C(C)(C)C)OC[C@](CCCC)(C)NC1=C(C(=NC2=CC=CN=C12)NCC1=C(C=C(C=C1)OC)OC)C(=O)OCC